ClC1=CC2=C(CCC=3C(N2CCCNC/C=C/C(=O)OCC)=NN(C3)C)C=C1 ethyl (E)-4-{[3-(8-chloro-2-methyl-4,5-dihydropyrazolo[3,4-b][1]benzazepin-10(2H)-yl)propyl]amino}but-2-enoate